ClC1=C(C=C(C=C1)F)N=C(N)C1=C(C=2N(N=C1)C=C(C2)C=2C=NC(=CC2CC)OC)N[C@H]2C[C@H](CC2)NC(OC(C)(C)C)=O tert-butyl N-[cis-3-[[3-[N'-(2-chloro-5-fluoro-phenyl)carbamimidoyl]-6-(4-ethyl-6-methoxy-3-pyridyl)pyrrolo[1,2-b]pyridazin-4-yl]amino]cyclopentyl]carbamate